{[(1R,5S)-3-(2,7-dichloro-8-fluoropyrido[4,3-d]pyrimidine-4-yl)-3-azabicyclo[3.2.1]oct-8-yl]amino}methanoic acid-2-methylpropan-2-yl ester CC(C)(C)OC(=O)NC1[C@H]2CN(C[C@@H]1CC2)C=2C1=C(N=C(N2)Cl)C(=C(N=C1)Cl)F